(S,E)-3-(2-ethoxyvinyl)-5-((4-(methyl(tetrahydrofuran-3-yl)amino)cyclohexyl)amino)furo[2,3-c]pyridine-2-carbonitrile C(C)O/C=C/C1=C(OC2=CN=C(C=C21)NC2CCC(CC2)N([C@@H]2COCC2)C)C#N